Lithium hexafluoro-arsenat F[As-](F)(F)(F)(F)F.[Li+]